NCCCCCCNC(C1=CC(=CC=C1)N1C(NC(CC1)=O)=O)=O N-(6-aminohexyl)-3-(2,4-dioxo-1,3-diazinan-1-yl)benzamide